5-(tert-butyl)-N-(4-(2-(cyclopropanecarboxamido)pyridin-4-yl)-2-cyclopropylbenzyl)-1,2,4-oxadiazole-3-carboxamide C(C)(C)(C)C1=NC(=NO1)C(=O)NCC1=C(C=C(C=C1)C1=CC(=NC=C1)NC(=O)C1CC1)C1CC1